(3-methyl-4-((2-morpholinopyrimidin-5-yl)oxy)phenyl)cyclobutane CC=1C=C(C=CC1OC=1C=NC(=NC1)N1CCOCC1)C1CCC1